6-(Cyclopropanecarboxamido)-4-((5-(2-methoxypropyl)-4-oxo-4,5-dihydrothieno[2,3-d]pyridazin-3-yl)amino)nicotinic acid C1(CC1)C(=O)NC1=NC=C(C(=O)O)C(=C1)NC1=CSC=2C=NN(C(C21)=O)CC(C)OC